CC1=C(C(CCC1)(C)C)/C=C/CC (E)-4-(2,6,6-trimethylcyclohex-1-en-1-yl)but-3-en